ethane-1,2-diyl bis(2-((S)-2-((R)-3-methyl-1-((S)-3-phenyl-2-(pyrazine-2-carboxamido)propanamido) butyl)-5-oxo-1,3,2-dioxaborolan-4-yl)acetate) CC(C[C@H](NC([C@H](CC1=CC=CC=C1)NC(=O)C1=NC=CN=C1)=O)B1OC([C@@H](O1)CC(=O)OCCOC(C[C@@H]1OB(OC1=O)[C@H](CC(C)C)NC([C@H](CC1=CC=CC=C1)NC(=O)C1=NC=CN=C1)=O)=O)=O)C